C(C1=CC=CC=C1)NC(=O)C1=NNC2=CN=C(C=C21)NC(=O)C2[C@H]1CCC[C@@H]21 N-benzyl-5-((1R,5S,6r)-bicyclo[3.1.0]hexane-6-carboxamido)-1H-pyrazolo[3,4-c]pyridine-3-carboxamide